6-(pyrazol-1-ylmethyl)-4-(trideuteriomethoxy)-1,2-benzoxazol-3-amine N1(N=CC=C1)CC1=CC2=C(C(=NO2)N)C(=C1)OC([2H])([2H])[2H]